CC1(N=NC=C1C)CC(C(=O)O)O.CC1=NNC=C1C (3,4-dimethylpyrazole) 3,4-dimethylpyrazoleLactate